N-(4-(6-(((2-(3,3-dimethylbutyl)-2-azaspiro[3.3]heptan-6-yl)methyl)amino)pyridazin-3-yl)phenyl)acetamide CC(CCN1CC2(C1)CC(C2)CNC2=CC=C(N=N2)C2=CC=C(C=C2)NC(C)=O)(C)C